O=C1NC(CCC1N1C(C2=CC=C(C=C2C1=O)NC1CC(C1)OC1=CC=C(C=C1)[C@@H](C=C)C1=CC=C(C=C1)OC=1C=NC(=NC1)C=1OC(=NN1)C)=O)=O 2-(2,6-dioxopiperidin-3-yl)-5-(((1r,3r)-3-(4-(1-(4-((2-(5-Methyl-1,3,4-oxadiazol-2-yl)pyrimidin-5-yl)oxy)phenyl)allyl)phenoxy)cyclobutyl)amino)isoindoline-1,3-dione